(3R,4R,5S,6R,E)-2,4,5-tris(benzyloxy)-6-((benzyloxy)methyl)-N-(4-methoxybenzylidene)tetrahydro-2H-pyran-3-amine C(C1=CC=CC=C1)OC1O[C@@H]([C@H]([C@@H]([C@H]1/N=C/C1=CC=C(C=C1)OC)OCC1=CC=CC=C1)OCC1=CC=CC=C1)COCC1=CC=CC=C1